N1(CCNCC1)CCN1C2CC(CC1CC2)N(CC2=CC=CC=C2)CC2=CC=CC=C2 {8-[2-(piperazin-1-yl)ethyl]-8-azabicyclo[3.2.1]oct-3-yl}dibenzylamine